4-methoxyphenyl-1,3-dioxane-5-ol COC1=CC=C(C=C1)C1OCC(CO1)O